tert-butyl (4R)-2,2-dimethyl-4-{[(4-methylbenzenesulfonyl)oxy](2H2)methyl}-1,3-oxazolidine-3-carboxylate CC1(OC[C@@H](N1C(=O)OC(C)(C)C)C([2H])([2H])OS(=O)(=O)C1=CC=C(C=C1)C)C